NC1=CC=2C(C(C3=CC(=CC=C3C2C=C1)N)=O)=O 2,7-diaminophenanthrene-9,10-dione